1-Butyl-3-Methylimidazol chlorid [Cl-].C(CCC)N1CN(C=C1)C